disodium sulfolaurate CCCCCCCCCCC(C(=O)[O-])S(=O)(=O)O.CCCCCCCCCCC(C(=O)[O-])S(=O)(=O)O.[Na+].[Na+]